5-(trifluoromethyl)pyrazolo[1,5-a]pyridin FC(C1=CC=2N(C=C1)N=CC2)(F)F